OC1=C(N=C(N(C1=O)C)C1=C(C=CC=C1)C=1C=NC=CC1)C(=O)NC=1C=NOC1 5-hydroxy-N-(isoxazol-4-yl)-1-methyl-6-oxo-2-(2-(pyridin-3-yl)phenyl)-1,6-dihydropyrimidine-4-carboxamide